tosylmethylcarboxamide S(=O)(=O)(C1=CC=C(C)C=C1)CC(=O)N